CON(CCC[SiH](OC)OC)OC bismethoxydimethoxysilylpropylamine